NC1=CC=C(C(=O)NCC(NC=2SC=C(N2)C2CN(CCC2)C2=CC=NC=C2)=O)C=C1 4-amino-N-(2-oxo-2-((4-(1-(pyridin-4-yl)piperidin-3-yl)thiazol-2-yl)amino)ethyl)benzamide